(3R)-3-amino-7-[5-[(1R,5S)-8-azabicyclo[3.2.1]octane-8-carbonyl]-1,3,4-oxadiazol-2-yl]-5-[(4-chlorophenyl)methyl]-8-fluoro-1,1-dioxo-2,3-dihydro-1lambda6,5-benzothiazepin-4-one N[C@H]1CS(C2=C(N(C1=O)CC1=CC=C(C=C1)Cl)C=C(C(=C2)F)C=2OC(=NN2)C(=O)N2[C@@H]1CCC[C@H]2CC1)(=O)=O